CC(CCCCC(=O)O)CC 6-methyl-octanoic acid